FC1(COC1)C1=CC=CC(=N1)N1CC2(C=3C=NC(=CC31)NC(C)=O)CC2 N-(1'-(6-(3-fluorooxetan-3-yl)pyridin-2-yl)-1',2'-dihydrospiro[cyclopropane-1,3'-pyrrolo[3,2-c]pyridin]-6'-yl)acetamide